(S)-N-cyclopentyl-4-((2-hydroxy-phenylethyl)amino)-2-((1-isopropyl-1H-pyrazolo[4,3-c]pyridin-6-yl)amino)pyrimidine C1(CCCC1)N1[C@@H](N=C(C=C1)NCCC1=C(C=CC=C1)O)NC1=CC2=C(C=N1)C=NN2C(C)C